aluminum hypophosphite [PH2](=O)[O-].[Al+3].[PH2](=O)[O-].[PH2](=O)[O-]